N-[2-(4-methoxyphenyl)-2-(1-pyrrolidinyl)ethyl]-5-methyl[1,2,4]triazolo[1,5-a]pyrimidin-7-amine COC1=CC=C(C=C1)C(CNC1=CC(=NC=2N1N=CN2)C)N2CCCC2